C(C1=CC=CC=C1)ON([C@@H]1CC[C@H](NC1)C(=O)N)C(=O)OC(C)(C)C (2S,5R)-5-[(benzyloxy)tert-butoxycarbonylamino]piperidine-2-formamide